C(OOP(=O)(OC1=CC=CC2=CC=CC=C12)OC[C@H]1O[C@@]([C@@H]([C@@H]1O)O)(C#N)C1=CC=C2C(=NC=NN21)N)(OC(C)C)=O (((((2R,3S,4R,5R)-5-(4-aminopyrrolo[2,1-f][1,2,4]triazin-7-yl)-5-cyano-3,4-dihydroxytetrahydrofuran-2-yl) methoxy) (naphthalen-1-yloxy) phosphoryl) oxy) isopropyl carbonate